3-methoxy-4-(4-(4-(methyl-d)piperazin-1-yl)piperidin-1-yl)benzene COC=1C=CC=CC1N1CCC(CC1)N1CCN(CC1)C[2H]